C(#N)C1=C(C=C(C=C1)N1CCC(CC1)C(=O)NC1=NC=C(C=C1)N1CCC(CC1)CCN1CCN(CC1)C=1C=C2C(N(C(C2=CC1)=O)C1C(NC(CC1)=O)=O)=O)C(F)(F)F 1-(4-cyano-3-(trifluoromethyl)phenyl)-N-(5-(4-(2-(4-(2-(2,6-dioxopiperidin-3-yl)-1,3-dioxoisoindolin-5-yl)piperazin-1-yl)ethyl)piperidin-1-yl)pyridin-2-yl)piperidine-4-carboxamide